FC1(CN(CC[C@H]1NC1=NN2C(C(=N1)OC)=C(C(=C2)F)C=2C=C1C=CC=NC1=CC2)C2COC2)F (R)-N-(3,3-difluoro-1-(oxetan-3-yl)piperidin-4-yl)-6-fluoro-4-methoxy-5-(quinolin-6-yl)pyrrolo[2,1-f][1,2,4]triazin-2-amine